[N+](=O)([O-])C1=CC=C(C=C1)S(=O)(=O)N[C@H]1CN(CC1)C(=O)OC(C)(C)C tert-butyl (3R)-3-[(4-nitrophenyl)sulfonylamino]pyrrolidine-1-carboxylate